9-((1s,4s)-4-hydroxy-4-methylcyclohexyl)-7-methyl-2-((7-methylquinoxalin-6-yl)amino)-7,9-dihydro-8H-purin-8-one OC1(CCC(CC1)N1C2=NC(=NC=C2N(C1=O)C)NC=1C=C2N=CC=NC2=CC1C)C